C([C@@H]1[C@H]([C@@H]([C@@H]([C@H](O1)O)O)O)O)O The molecule is d-Mannopyranose having alpha-configuration at the anomeric centre. It has a role as an epitope. It is an enantiomer of an alpha-L-mannose.